(Z)-2-(1-(4-(3-chlorophenoxy)benzylidene)-5-fluoro-2-methyl-1H-inden-3-yl)acetic acid ClC=1C=C(OC2=CC=C(\C=C/3\C(=C(C4=CC(=CC=C34)F)CC(=O)O)C)C=C2)C=CC1